1-Ethyl-5-oxo-N-(4-((4-(3-(trifluoromethyl)pyrrolidin-1-yl)phenyl)amino)benzyl)pyrrolidine-3-carboxamide C(C)N1CC(CC1=O)C(=O)NCC1=CC=C(C=C1)NC1=CC=C(C=C1)N1CC(CC1)C(F)(F)F